tert-Butyl rac-(3aR,6aS)-3-(7,8-dihydrofuro[3,2-e][1,3]benzothiazol-2-yl)-2-oxohexahydro-1H-furo[3,4-d]imidazole-1-carboxylate N1=C(SC2=C1C1=C(C=C2)OCC1)N1C(N([C@H]2[C@@H]1COC2)C(=O)OC(C)(C)C)=O |r|